C(C)(=O)OCC1C(C(C(C(O1)CC(=O)O)CC(=O)O)CC(=O)O)CC(=O)O 6-(acetoxymethyl)tetrahydro-2H-pyran-2,3,4,5-tetraacetic acid